2-([1,1'-biphenyl]-3-yl)-4-(4'-chloro-[1,1'-biphenyl]-3-yl)-6-phenyl-1,3,5-triazine C1(=CC(=CC=C1)C1=NC(=NC(=N1)C=1C=C(C=CC1)C1=CC=C(C=C1)Cl)C1=CC=CC=C1)C1=CC=CC=C1